C(C)(=O)NC1=CC=C(C=C1)C1=CC(=CC(=C1)N1N=NC(=C1)C1=CC=C(C=C1)C(F)(F)F)C(=O)O 4'-Acetamido-5-(4-(4-(trifluoromethyl)phenyl)-1H-1,2,3-triazol-1-yl)-[1,1'-biphenyl]-3-carboxylic acid